2-{(1S,2S)-1-[(tert-Butoxycarbonyl)amino]-2-methylbutyl}-4,5-dihydro-1,3-oxazole-4-carboxylic acid methyl ester COC(=O)C1N=C(OC1)[C@H]([C@H](CC)C)NC(=O)OC(C)(C)C